2-(6-bromo-2-methylquinolin-4-yl)propan-2-ol ammonium terephthalate salt C(C1=CC=C(C(=O)[O-])C=C1)(=O)[O-].[NH4+].BrC=1C=C2C(=CC(=NC2=CC1)C)C(C)(C)O.[NH4+]